[N+3].C[NH2+]C Dimethylammonium nitrogen